C(C)(C)(C)OC(=O)N1CC[C@@H](CCC1)N.FC1(CCC2=C1N=C(N=C2N2C[C@H](CC2)CC(=O)NCCO)N2[C@H](CC2)C)F 2-((R)-1-(7,7-difluoro-2-((S)-2-methylazetidin-1-yl)-6,7-dihydro-5H-cyclopenta[d]pyrimidin-4-yl)pyrrolidin-3-yl)-N-(2-hydroxyethyl)acetamide tert-butyl-(R)-4-aminoazepane-1-carboxylate